Cl.O1CCC(C2=CC=CC=C12)=O chroman-4-one hydrochloride